(3'-[2,8-diphenyldibenzothiophen-4-yl]biphenyl-3-yl)naphtho[1',2':4,5]furo[2,3-b]pyrazine C1(=CC=CC=C1)C1=CC2=C(SC3=C2C=C(C=C3)C3=CC=CC=C3)C(=C1)C=1C=C(C=CC1)C1=CC(=CC=C1)C1=CC=CC=3C=CC2=C(C=4C(=NC=CN4)O2)C13